(2-chlorophenyl)cyclobutane-1-carboxylic acid ClC1=C(C=CC=C1)C1(CCC1)C(=O)O